4-(2,5-dichloropyrimidin-4-yl)-2,6-dimethylmorpholine ClC1=NC=C(C(=N1)N1CC(OC(C1)C)C)Cl